C(C)(C)(C)OC(=O)N(C1=CC=C(C(=O)OC)C=C1)CC#C methyl 4-[tert-butoxycarbonyl(prop-2-ynyl)amino]benzoate